CON(C([C@H](C)NC(OCC1=CC=CC=C1)=O)=O)C (S)-benzyl (1-(methoxy(methyl)amino)-1-oxopropan-2-yl)carbamate